N1CCC(CC1)CCC[C@@]12C(CC[C@H]1[C@@H]1C([C@@H](C3CCCC[C@]3(C)[C@H]1CC2)CO)=O)=O [2-(piperidin-4-yl)ethyl]-6α-hydroxymethylandrostane-7,17-dione